FC(CN(CCC[C@H](C(C)C)N1CC2(C1)CN(CC2)C=2N=CN=NC2OC2=C(C(=O)N(C(C)C)CC)C=C(C=C2)F)C)F (R)-2-((5-(2-(6-((2,2-difluoroethyl)(methyl)amino)-2-methylhexan-3-yl)-2,6-diazaspiro[3.4]oct-6-yl)-1,2,4-triazin-6-yl)oxy)-N-ethyl-5-fluoro-N-isopropylbenzamide